(3-carbamoyl-5-(1H-thieno[3,2-c]pyrazol-3-yl)-1H-indol-1-yl)acetic acid C(N)(=O)C1=CN(C2=CC=C(C=C12)C=1C2=C(NN1)C=CS2)CC(=O)O